N-(1,1-dimethyl-3-oxobutyl)allylamide CC(CC(C)=O)(C)C=CC[NH-]